2,4-Tolylene Di-isocyanate CC=1C(=CC(=CC1)N=C=O)N=C=O